COC([C@@H](NC(C(F)(F)F)C1=CC(=C(C=C1)C1=C(C=CC(=C1)C#N)OCOC)F)CC(C)C)=O (1-(5'-cyano-2-fluoro-2'-(methoxymethyloxy)-[1,1'-biphenyl]-4-yl)-2,2,2-trifluoroethyl)-L-leucine methyl ester